N-undecyl-N'-dodecyl-urea C(CCCCCCCCCC)NC(=O)NCCCCCCCCCCCC